C(C)OC(=O)C1CN(CCC1)C(=O)OC(C)(C)C piperidine-1,3-dicarboxylic acid 1-(tert-butyl) 3-ethyl ester